NC1=C(N=CC2=C(C=CC=C12)C=1C(=NC=CC1)F)C(=O)NCCC 4-amino-8-(2-fluoropyridin-3-yl)-N-propylisoquinoline-3-carboxamide